CN(C(CN1N=CC(=C1)C=1C=C(C=C(C1)C=1C=NN(C1)C(C)C)[C@@H](C)NC(C1=C(C=CC(=C1)OCCN(C)C)C)=O)=O)C (R)-N-(1-(3-(1-(2-(dimethylamino)-2-oxoethyl)-1H-pyrazol-4-yl)-5-(1-isopropyl-1H-pyrazol-4-yl)phenyl)ethyl)-5-(2-(dimethylamino)ethoxy)-2-methylbenzamide